[2-(1,1-dimethylethyl)phenyl]boronic acid CC(C)(C)C1=C(C=CC=C1)B(O)O